N-{2-fluoro-6-[4-(propan-2-yl)piperazin-1-yl]phenyl}-4-methyl-4-(5-methyl-1,2,4-oxadiazole-3-yl)piperidine-1-carboxamide FC1=C(C(=CC=C1)N1CCN(CC1)C(C)C)NC(=O)N1CCC(CC1)(C1=NOC(=N1)C)C